C(#N)C1=CC=C(C2=CC=CC=C12)NC(=O)C1(CCC1)N1N=CC(=C1)C#CC1CN(C1)C=1C=C2C(N(C(C2=CC1)=O)C1C(NC(CC1)=O)=O)=O N-(4-cyanonaphthalen-1-yl)-1-(4-((1-(2-(2,6-dioxopiperidin-3-yl)-1,3-dioxoisoindolin-5-yl)azetidin-3-yl)ethynyl)-1H-pyrazol-1-yl)cyclobutane-1-carboxamide